N-[(1S)-1-(6-bromo-3-pyridinyl)ethyl]-2-methyl-propane-2-sulfinamide BrC1=CC=C(C=N1)[C@H](C)NS(=O)C(C)(C)C